O1CCN(CC1)C(C(=O)C1=CNC2=CC=C(C=C12)OC(F)(F)F)=O 3-(2-morpholino-2-oxoacetyl)-5-(trifluoromethoxy)indole